1-(bromomethyl)-4-methanesulfonylbenzene BrCC1=CC=C(C=C1)S(=O)(=O)C